C1(CCCCC1)C=1C(=C(C(=O)O)C=CC1)O.C(C=1C(O)=CC=CC1)(=O)OC1CCCCC1 CYCLOHEXYL SALICYLATE (cyclohexyl 2-hydroxy benzoate)